COC1=C(C=C(C=C1)C)[C@]1(OCC(C1)(C)C)C(=O)O[C@H]1C(OCC1(C)C)=O (R)-4,4-dimethyl-2-oxotetrahydrofuran-3-yl (S)-2-(2-methoxy-5-methylphenyl)-4,4-dimethyltetrahydrofuran-2-carboxylate